CC(/C=C/C(=O)N1C(C=CCC1)=O)(C)C (E)-1-(4,4-dimethylpent-2-enoyl)-5,6-dihydropyridin-2(1H)-one